3,3-dimethylazetidin-1-carboxamide CC1(CN(C1)C(=O)N)C